OC1(CCN(CC12CCOCC2)C(=O)N2[C@@H](CN(CC2)C(=O)OC(C)(C)C)C2=CC=CC=C2)CN2C=NC(=CC2=O)C2=CC=CC=C2 tert-butyl (3R)-4-(5-hydroxy-5-((6-oxo-4-phenylpyrimidin-1(6H)-yl)methyl)-9-oxa-2-azaspiro[5.5]undecane-2-carbonyl)-3-phenylpiperazine-1-carboxylate